The molecule is a heparin octasaccharide consisting of 4-deoxy-2-O-sulfo-alpha-L-threo-hex-4-enopyranuronosyl, 2-deoxy-6-O-sulfo-2-(sulfoamino)-alpha-D-glucopyranosyl, 2-O-sulfo-alpha-L-idopyranuronosyl, 2-deoxy-6-O-sulfo-2-(sulfoamino)-alpha-D-glucopyranosyl, 2-O-sulfo-alpha-L-idopyranuronosyl, 2-deoxy-6-O-sulfo-2-(sulfoamino)-alpha-D-glucopyranosyl, beta-D-glucopyranuronosyl, and 2-deoxy-6-O-sulfo-2-(sulfoamino)-alpha-D-glucopyranose units joined in sequence by (1->4) linkages. Sequence: DUA2S-GlcNS6S-IdoA2S-GlcNS6S-IdoA2S-GlcNS6S-GlcA-GlcNS6S. It is a heparin octasaccharide, an oligosaccharide sulfate and an amino octasaccharide. C1=C(O[C@H]([C@@H]([C@H]1O)OS(=O)(=O)O)O[C@@H]2[C@H](O[C@@H]([C@@H]([C@H]2O)NS(=O)(=O)O)O[C@H]3[C@@H]([C@H]([C@@H](O[C@H]3C(=O)O)O[C@@H]4[C@H](O[C@@H]([C@@H]([C@H]4O)NS(=O)(=O)O)O[C@H]5[C@@H]([C@H]([C@@H](O[C@H]5C(=O)O)O[C@@H]6[C@H](O[C@@H]([C@@H]([C@H]6O)NS(=O)(=O)O)O[C@H]7[C@@H]([C@H]([C@@H](O[C@@H]7C(=O)O)O[C@@H]8[C@H](O[C@@H]([C@@H]([C@H]8O)NS(=O)(=O)O)O)COS(=O)(=O)O)O)O)COS(=O)(=O)O)OS(=O)(=O)O)O)COS(=O)(=O)O)OS(=O)(=O)O)O)COS(=O)(=O)O)C(=O)O